C(C1=CC=CC=C1)OC(=O)C1(CCN(CC1)C1=C(C=C(C=C1)NC1C(NC(CC1)=O)=O)F)O 1-[4-[(2,6-dioxo-3-piperidyl)amino]-2-fluoro-phenyl]-4-hydroxy-piperidine-4-carboxylic acid benzyl ester